NC=1N=C(SC1C(C1=CC=CC=C1)=O)N(C1=CC=C(C=C1)C)[C@@H](C(=O)N)C (R)-2-(N-(4-Amino-5-benzoylthiazol-2-yl)-4-methylanilino)propanamid